N[C@H]1CN(CCC1)C(C=C)=O (R)-1-(3-aminopiperidin-1-yl)prop-2-en-1-one